N-[[(6R,7aS)-6-(2,3-dichloro-6-hydroxyphenyl)-3-oxo-tetrahydro-1H-pyrrolo[1,2-c][1,3]oxazol-1-yl]methyl]-2-hydroxyacetamide ClC1=C(C(=CC=C1Cl)O)[C@H]1C[C@@H]2N(C(OC2CNC(CO)=O)=O)C1